[3-[4-(2,4-Dichlorophenyl)phenyl]azetidin-1-yl]-[3-(1H-pyrazol-5-yl)pyrrolidin-1-yl]methanone methyl-3-acetamido-5-furancarboxylate COC(=O)C1=CC(=CO1)NC(C)=O.ClC1=C(C=CC(=C1)Cl)C1=CC=C(C=C1)C1CN(C1)C(=O)N1CC(CC1)C1=CC=NN1